N-(amino(1-(2-((tert-butyldimethylsilyl)oxy)ethyl)-1H-pyrazol-3-yl)(oxo)-λ6-sulfaneylidene)-2-(2,2-difluoro-4,6-diisopropylbenzo[d][1,3]dioxol-5-yl)acetamide NS(=NC(CC1=C(C2=C(OC(O2)(F)F)C=C1C(C)C)C(C)C)=O)(=O)C1=NN(C=C1)CCO[Si](C)(C)C(C)(C)C